ClC=1C=C(C=C(C1)Cl)C1=NC(=CC(=C1)CN1CCC(CC1)CP(C)(C)=O)OC=1C=NC(=NC1)N1CCN(CC1)C ((1-((2-(3,5-dichloro-phenyl)-6-((2-(4-methyl-piperazin-1-yl)pyrimidin-5-yl)oxy)pyridin-4-yl)methyl)piperidin-4-yl)methyl)dimethyl-phosphine oxide